CN1C=2C=CC(=NC2C(=CC1=O)N1[C@H](CC([C@H](C1)C)(OC1=CC(=CC=C1)C(F)(F)F)C)C)C#N 5-methyl-6-oxo-8-((2s,5s)-2,4,5-trimethyl-4-(3-(trifluoromethyl)phenoxy)piperidin-1-yl)-5,6-dihydro-1,5-naphthyridine-2-carbonitrile